2-dodecylethanesulfonic acid C(CCCCCCCCCCC)CCS(=O)(=O)O